N-(4-(tert-butyl)benzyl)-1,1-diphenylmethylamine C(C)(C)(C)C1=CC=C(CNC(C2=CC=CC=C2)C2=CC=CC=C2)C=C1